1-[1-[1-[(3,5-dimethyl-4-piperidyl)methyl]-4-piperidyl]-3-[3-(1-methylpyrazol-4-yl)-8-isoquinolyl]-6,7-dihydro-4H-pyrazolo[4,3-c]pyridin-5-yl]ethanone CC1CNCC(C1CN1CCC(CC1)N1N=C(C=2CN(CCC21)C(C)=O)C=2C=CC=C1C=C(N=CC21)C=2C=NN(C2)C)C